benzyl ((3-((methoxyimino)methyl)-1-(1-(4-(propan-2-ylidene)cyclohexyl)piperidin-4-yl)-1H-indol-2-yl)methyl)carbamate CON=CC1=C(N(C2=CC=CC=C12)C1CCN(CC1)C1CCC(CC1)=C(C)C)CNC(OCC1=CC=CC=C1)=O